CN1N=C(C(=C1)C=1C2=C(N=C(N1)NC=1C=CC(=C(C1)NC(C)=O)N(C)CCN(C)C)N(C=C2)S(=O)(=O)C2=CC=C(C)C=C2)C N-(5-((4-(1,3-dimethyl-1H-pyrazol-4-yl)-7-tosyl-7H-pyrrolo[2,3-d]pyrimidin-2-yl)amino)-2-((2-(dimethylamino)ethyl)(methyl)amino)phenyl)acetamide